C(C1=CC=CC=C1)N1N=C(N=C1)C(=O)NC1=C(C(=C(C=C1)C#N)Cl)F 1-benzyl-N-(3-chloro-4-cyano-2-fluorophenyl)-1H-1,2,4-triazole-3-carboxamide